3,5-bis(trifluoromethyl)benzyl cyanide FC(C=1C=C(CC#N)C=C(C1)C(F)(F)F)(F)F